[K].CC1=CC2=C(NN=N2)C=C1 5-methyl-1H-benzotriazole potassium salt